Cl.NC\C=C(\CN1N=NC2=C1C=C(C=C2C2=CC(=CC=C2)S(=O)(=O)N2CCCC2)C(=O)NOC)/F (Z)-1-(4-amino-2-fluoro-but-2-en-1-yl)-N-methoxy-4-(3-(pyrrolidin-1-ylsulfonyl)phenyl)-1H-benzo[d][1,2,3]triazole-6-carboxamide hydrochloride